N-[(S)-1-(3,5-dichlorophenyl)ethyl]-4-[(S)-5-methyl-1,4-diazepan-1-yl]-8-cyclopropyl-6-methyl-1,7-diaza-3-naphthamide ClC=1C=C(C=C(C1)Cl)[C@H](C)NC(=O)C=1C=NC2=C(N=C(C=C2C1N1CCN[C@H](CC1)C)C)C1CC1